Cl.Cl.N1C(CCC1)C1CN(CC1)C=1N=NC(=CN1)C1=C(C=C(C=C1)C=1C=NNC1)O 2-[3-([2,3'-bipyrrolidin]-1'-yl)-1,2,4-triazin-6-yl]-5-(1H-pyrazol-4-yl)phenol dihydrochloride